6-pentyl-4,7-diphenyl-1,3-dihydro-2H-indene-2,2-dicarboxylic acid dimethyl ester COC(=O)C1(CC2=C(C(=CC(=C2C1)C1=CC=CC=C1)CCCCC)C1=CC=CC=C1)C(=O)OC